N-((1R,3s,5S)-8-(4-chlorobenzyl)-8-azabicyclo[3.2.1]oct-3-yl)-1H-pyrrolo[2,3-b]pyridine-6-carboxamide ClC1=CC=C(CN2[C@H]3CC(C[C@@H]2CC3)NC(=O)C3=CC=C2C(=N3)NC=C2)C=C1